8-bromo-2-(morpholin-4-yl)-N-({5-[3-(trifluoromethoxy)phenyl]-1H-imidazol-2-yl}methyl)pyrazolo[1,5-a][1,3,5]triazin-4-amine BrC=1C=NN2C1N=C(N=C2NCC=2NC(=CN2)C2=CC(=CC=C2)OC(F)(F)F)N2CCOCC2